2-(N-Nonadecanoylamino)-1,3,4-nonanetriol C(CCCCCCCCCCCCCCCCCC)(=O)NC(CO)C(C(CCCCC)O)O